3-phenyl-naphthalene C1(=CC=CC=C1)C=1C=CC2=CC=CC=C2C1